1-(2-bromoethoxy)-4-methylbenzene BrCCOC1=CC=C(C=C1)C